C(C)(=O)N(C=1SC2=C(C1C(=O)OC)C=CC(=C2Cl)O)CC2=C(C=CC=C2)C Methyl 2-[acetyl(2-methylbenzyl)amino]-7-chloro-6-hydroxy-1-benzothiophene-3-carboxylate